ClC1=CC(=C(C=C1)\C=N\CC(OC)OC)C (E)-1-(4-chloro-2-methylphenyl)-N-(2,2-dimethoxyethyl)methanimine